COC(CCCCCCCC1C(C1)CCCCCCCCC(CCCCCCCCC)CCN(C)C)=O methyl-8-(2-{9-[2-(dimethylamino)ethyl]octadecyl}cyclopropyl)octanoate